CN(C=1NC(C=2NC=NC2N1)=O)C N2,N2-dimethylguanine